ClC1=C(CO[C@@H]2[C@H](C(O[C@@H]2COCC2=C(C=C(C=C2)Cl)Cl)OC)CC(=O)[O-])C=CC(=C1)Cl (3r,4r,5r)-4-(2,4-dichlorobenzyloxy)-5-(2,4-dichlorobenzyloxymethyl)-2-methoxy-tetrahydrofuran-3-acetate